methyl-quinazolin-4(3H)-one CC1=NC2=CC=CC=C2C(N1)=O